tert-Butyl 2-(4,5-diiodo-1H-imidazol-1-yl)ethylcarbamate IC=1N=CN(C1I)CCNC(OC(C)(C)C)=O